(1R,5S)-benzyl 6-oxa-2-azabicyclo[3.2.1]octane-2-carboxylate [C@H]12N(CC[C@H](OC1)C2)C(=O)OCC2=CC=CC=C2